oxazol-2-ylmethylamine hydrogen chloride Cl.O1C(=NC=C1)CN